N[C@@H]1CN(CC1)CC(=O)NCCOCCNC1=C2C(N(C(C2=CC=C1)=O)C1C(NC(CC1)=O)=O)=O 2-((S)-3-aminopyrrolidin-1-yl)-N-(2-(2-((2-(2,6-dioxopiperidin-3-yl)-1,3-dioxoisoindolin-4-yl)amino)ethoxy)ethyl)acetamide